ClC=1C=C(C=CC1F)N(C(=O)[C@H]1N(S(N(C1)C)(=O)=O)C1=NC(=CC(=C1C#N)C(F)(F)F)C)C (S)-N-(3-chloro-4-fluorophenyl)-2-(3-cyano-6-methyl-4-(trifluoromethyl)pyridin-2-yl)-N,5-dimethyl-1,2,5-thiadiazolidine-3-carboxamide 1,1-dioxide